C(#N)[C@H](C[C@H]1C(NCC1)=O)NC(=O)[C@@H]1[C@H]2C([C@H]2CN1C(=O)OC(C)(C)C)(C)C tert-butyl (1R,2S,5S)-2-[[(1S)-1-cyano-2-[(3S)-2-oxopyrrolidin-3-yl]ethyl]carbamoyl]-6,6-dimethyl-3-azabicyclo[3.1.0]hexane-3-carboxylate